5-({4-[(1R,5S)-8-{[(1R,2S)-2-fluorocyclopropyl]carbonyl}-3,8-diazabicyclo[3.2.1]oct-3-yl]pyrimidin-2-yl}amino)-N,3-dimethylpyridine-2-carboxamide F[C@@H]1[C@H](C1)C(=O)N1[C@H]2CN(C[C@@H]1CC2)C2=NC(=NC=C2)NC=2C=C(C(=NC2)C(=O)NC)C